3-bromo-N'-hydroxybenzamidine BrC=1C=C(C(=NO)N)C=CC1